(4-methyl-2-oxo-2H-benzopyran-7-yl)carboxamide CC1=CC(OC2=C1C=CC(=C2)C(=O)N)=O